6-(4-Fluoro-3-methylphenyl)-5-(1H-indazol-5-yl)pyridin-2-amine FC1=C(C=C(C=C1)C1=C(C=CC(=N1)N)C=1C=C2C=NNC2=CC1)C